C(C1=CC=CC=C1)N1CC(N[C@@H](C(C1)=O)CC(C)C)=O (7R)-4-Benzyl-7-isobutyl-1,4-diazepane-2,6-dione